C(C)(C)(C)OC(=O)N1C(OC[C@@H]1C=C1C(N(C2(CC2)C1)C(=O)OC(C)(C)C)=O)(C)C tert-butyl 6-{[(4S)-3-(tert-butoxycarbonyl)-2,2-dimethyl-1,3-oxazolidin-4-yl] methylene}-5-oxo-4-azaspiro[2.4]heptane-4-carboxylate